tert-butyl 3-(6,8-difluoro-2-(((2R,7aS)-2-fluorotetrahydro-1H-pyrrolizin-7a(5H)-yl)methoxy)-5-methoxyquinazolin-4-yl)-1-(methoxymethyl)-3,8-diazabicyclo[3.2.1]octane-8-carboxylate FC=1C(=C2C(=NC(=NC2=C(C1)F)OC[C@]12CCCN2C[C@@H](C1)F)N1CC2(CCC(C1)N2C(=O)OC(C)(C)C)COC)OC